(6-amino-5-(3-hydroxy-2,6-dimethylphenyl)-2-vinyl-5H-pyrrolo[2,3-b]pyrazin-7-yl)(6,7-dihydropyrazolo[1,5-a]pyrazin-5(4H)-yl)methanone NC1=C(C=2C(=NC=C(N2)C=C)N1C1=C(C(=CC=C1C)O)C)C(=O)N1CC=2N(CC1)N=CC2